COC(CC[C@@H](NC(=O)OC(C)(C)C)C(=O)O)=O N-Boc-D-glutamic acid-5-methyl ester